3-bromo-6-chloro-1H-pyrazolo[3,4-d]Pyrimidine BrC1=NNC2=NC(=NC=C21)Cl